methyl 4-(3-((1-(4-chloro-2-methoxyphenyl)-2-oxo-2-(6-(trifluoromethoxy)indolin-1-yl)ethyl)amino)-5-methoxyphenoxy)-2,2-dimethylbutanoate ClC1=CC(=C(C=C1)C(C(N1CCC2=CC=C(C=C12)OC(F)(F)F)=O)NC=1C=C(OCCC(C(=O)OC)(C)C)C=C(C1)OC)OC